6-Fluoro-5-methyl-3-(piperidin-4-yl)-1,2-benzisoxazole monohydrochloride Cl.FC1=CC2=C(C(=NO2)C2CCNCC2)C=C1C